2-[3-(4-bromophenyl)-2-oxobenzimidazol-1-yl]-N-(2,2,2-trifluoro-ethyl)acetamide BrC1=CC=C(C=C1)N1C(N(C2=C1C=CC=C2)CC(=O)NCC(F)(F)F)=O